BrC=1C(=CC(N(C1)CC(=O)O)=N)OC(C)C 2-(5-bromo-2-imino-4-isopropoxypyridin-1(2H)-yl)acetic acid